O=C1NC(CCC1NC1=C(CN2CCC(CC2)C2=CC=C(C=C2)NC=2C(=NC=C(N2)N2CCCCC2)C(=O)N)C=CC=C1)=O 3-((4-(1-(2-((2,6-dioxopiperidin-3-yl)amino)benzyl)piperidin-4-yl)phenyl)amino)-5-(piperidin-1-yl)pyrazine-2-carboxamide